2-chloro-N-phenyl-6-((2,4,4-trimethylpentan-2-yl)amino)pyrimidine-4-carboxamide ClC1=NC(=CC(=N1)C(=O)NC1=CC=CC=C1)NC(C)(CC(C)(C)C)C